COC1=CC=2[C@@]34C([C@H](CC2C=C1NC(=O)C=1C(=NOC1C)C)N(CC4)C)CCCC3 N-[(1S,9S)-4-methoxy-17-methyl-17-azatetracyclo[7.5.3.01,10.02,7]heptadeca-2(7),3,5-trien-5-yl]-3,5-dimethyl-1,2-oxazole-4-carboxamide